Cl.FC(C1=CC=C(C=C1)C1(CCNCC1)O)(F)F 4-(4-(trifluoromethyl)phenyl)piperidin-4-ol hydrochloride